ClC1=NC=C(C=C1C1=C2CCN(C(C2=CC(=C1)CN1C(=NC=C1)NC)=O)CC1=CC(=C(C=C1)F)F)CO 5-(2-chloro-5-(hydroxymethyl)pyridin-3-yl)-2-(3,4-difluorobenzyl)-7-((2-(methylamino)-1H-imidazol-1-yl)methyl)-3,4-dihydroisoquinolin-1(2H)-one